C(C)(C)(C)OC(=O)N1CCC2(CC2C(NC=2C=NC(=CC2)I)=O)CC1 1-((6-iodopyridin-3-yl)carbamoyl)-6-azaspiro[2.5]Octane-6-carboxylic acid tert-butyl ester